S1C=NC2=C1C=CC=C2.[I] iodine-benzothiazole salt